C[Zr](C1(C=CC=C1)CCC)(C1(C(=C(C(=C1C)C)C)C)C)C dimethyl-(pentamethyl-cyclopentadienyl)(n-propyl-cyclopentadienyl)zirconium